N(=[N+]=[N-])CC1=C(C(=O)O)C=CC=N1 2-(azidomethyl)nicotinic acid